rac-(1S,2S,3S)-3-(1-(tert-butyl)-5-(3-(methoxymethyl)-1-methyl-1H-pyrazole-5-carboxamido)-1H-pyrazol-3-yl)-2-fluorocyclopentyl (4-nitrophenyl) carbonate C(O[C@@H]1[C@H]([C@@H](CC1)C1=NN(C(=C1)NC(=O)C1=CC(=NN1C)COC)C(C)(C)C)F)(OC1=CC=C(C=C1)[N+](=O)[O-])=O |r|